6-(4-Amino-4-(hydroxymethyl)piperidin-1-yl)-3-(2,3-dichlorophenyl)-1H-pyrazolo[3,4-d]pyrimidine-4-carboxamide NC1(CCN(CC1)C1=NC(=C2C(=N1)NN=C2C2=C(C(=CC=C2)Cl)Cl)C(=O)N)CO